BrCCOCCOCCOCCNC(OC(C)(C)C)=O tert-butyl N-[2-[2-[2-(2-bromoethoxy)ethoxy]ethoxy] ethyl]carbamate